C(\C=C\C1=CC=C(C=C1)O)(=O)O[C@@H]([C@H](C=O)O)[C@@H](O)[C@@H](O)C 3-O-p-coumaroylrhamnose